(1S,2R)-1-methyl-p-menthane-3,9-diol CC1(CC(C(CC1)C(CO)C)O)C